N-[4-(6,7-dimethoxyquinolin-4-yl)oxyphenyl]-5-(4-fluorophenyl)-6-methyl-4-oxo-1-(2,2,2-trifluoroethyl)pyridine-3-carboxamide COC=1C=C2C(=CC=NC2=CC1OC)OC1=CC=C(C=C1)NC(=O)C1=CN(C(=C(C1=O)C1=CC=C(C=C1)F)C)CC(F)(F)F